1-(4-(((6-(3-(2-(4-((4-amino-4-methylpiperidin-1-yl)methyl)-3-methoxyphenyl)-3-chloropyridin-4-yl)-2-chlorophenyl)-2-methoxypyridin-3-yl)methyl)amino)piperidin-1-yl)ethan-1-one NC1(CCN(CC1)CC1=C(C=C(C=C1)C1=NC=CC(=C1Cl)C=1C(=C(C=CC1)C1=CC=C(C(=N1)OC)CNC1CCN(CC1)C(C)=O)Cl)OC)C